6,6'-dimethoxy-1,1'-binaphthyl COC=1C=C2C=CC=C(C2=CC1)C1=CC=CC2=CC(=CC=C12)OC